4-methyl-3-{6-methyl-4-[4-(trifluoromethyl)-phenoxy]pyridin-2-yl}-1H,4H,5H-pyrrolo[3,2-b]pyridin-5-one CN1C2=C(C=CC1=O)NC=C2C2=NC(=CC(=C2)OC2=CC=C(C=C2)C(F)(F)F)C